CC1=C(CNC(OC(C)(C)C)=O)C=CC(=C1)C=1C=2N(C=C(N1)N1CCOCC1)N=CC2 tert-Butyl (2-methyl-4-(6-morpholinopyrazolo[1,5-a]pyrazin-4-yl)benzyl)carbamate